N-(1-(6-((cyclopropylmethyl)amino)pyridin-2-yl)cyclopropyl)-3-(2,4-difluorophenyl)-3-hydroxybutanamide C1(CC1)CNC1=CC=CC(=N1)C1(CC1)NC(CC(C)(O)C1=C(C=C(C=C1)F)F)=O